ClC1=C(N(C=C1)C)C(=O)OC methyl 3-chloro-1-methyl-1H-pyrrole-2-carboxylate